C1(CC1)C1=CC(=C(C=C1)C12CNCC2C1)C 1-(4-Cyclopropyl-2-methylphenyl)-3-azabicyclo[3.1.0]hexane